ClC=1C(=NC=CC1)C1CCC(CC1)CCNC1CCN(CC1)C N-{2-[4-(3-Chloropyridin-2-yl)cyclohexyl]ethyl}-1-methylpiperidin-4-amine